C(C=1C(C(=O)OC(C)C)=CC=CC1)(=O)OC methyl (isopropyl) phthalate